N-[(6-{[(cyclohexylmethyl)amino]methyl}imidazo[1,2-a]pyridin-2-yl)methyl]quinoxaline-2-carboxamide C1(CCCCC1)CNCC=1C=CC=2N(C1)C=C(N2)CNC(=O)C2=NC1=CC=CC=C1N=C2